2-(((1R,5S,6S)-6-(6-((4-Cyano-2-fluorobenzyl)oxy)pyridin-2-yl)-3-azabicyclo[3.1.0]hexan-3-yl)methyl)-1-(((S)-oxetan-2-yl)methyl)-1H-benzo[d]imidazole-6-carboxylic acid C(#N)C1=CC(=C(COC2=CC=CC(=N2)C2[C@H]3CN(C[C@@H]23)CC2=NC3=C(N2C[C@H]2OCC2)C=C(C=C3)C(=O)O)C=C1)F